COC=1C=C(C=C(C1)OC)C#CC1=NN(C=C1C(=O)N)[C@@H]1CNCC1 (S)-3-((3,5-dimethoxyphenyl)ethynyl)-1-(pyrrolidin-3-yl)-1H-pyrazole-4-carboxamide